C(#N)C(NC(C1=CC(=C(C=C1)C1CC1)OCC(F)(F)F)=O)C1(COC1)C N-[cyano-(3-methyl-oxetan-3-yl)-methyl]-4-cyclopropyl-3-(2,2,2-trifluoro-ethoxy)-benzamide